FC=C(C(F)F)F Trans-1,2,3,3-tetrafluoropropene